(2-chloroethyl)-3-cyclobutyl-urea ClCCNC(=O)NC1CCC1